S1C(=NC2=C1C=CC=C2)NC(=O)NC2=CC=C(C=C2)OC 1-(benzo[d]thiazol-2-yl)-3-(4-methoxyphenyl)urea